C(=O)=C(CC(=O)N)C1=CC=CC=C1 3-carbonyl-3-phenyl-propionamide